N-(2,4-dichloro-6-(meth-oxymethyl)benzyl)-8-hydroxy-5,6,7,8-tetrahydro-quinoline-5-carboxamide ClC1=C(CNC(=O)C2C=3C=CC=NC3C(CC2)O)C(=CC(=C1)Cl)COC